O[C@H](CC(CCC1=CC(=C(C=C1)O)OC)=O)CCCCCCC (5S)-5-hydroxy-1-(4-hydroxy-3-methoxyphenyl)dodecane-3-one